CC1(CCC=2C(=NNC2C1)C=1NC2=CC=CC=C2C1)C 2-(6,6-dimethyl-4,5,6,7-tetrahydro-1H-indazol-3-yl)-1H-indole